C(#N)C=1C(=C(C(=C(C1)C1=CC=CC=C1)C1=CC=CC=C1)C1=CC=CC=C1)C1=CC=CC=C1 cyano-tetraphenyl-benzene